O1CCN(CC1)C1=NC(=C2N=CN(C2=N1)N=CC=1C=NC=CC1)NC=1C=C(C=CC1)C 2-morpholino-9-((Pyridin-3-ylmethylene)amino)-N-(m-tolyl)-9H-purin-6-amine